3-(4-bromophenyl)-8-(2-hydroxypropyl)-1-(3-methoxybenzyl)-1,3,8-triazaspiro[4.5]decan-2-one BrC1=CC=C(C=C1)N1C(N(C2(C1)CCN(CC2)CC(C)O)CC2=CC(=CC=C2)OC)=O